NC=1C=NC(=CC1)C(=O)OC methyl 3-amino-6-picolinate